S(=O)(=O)(O[C@H]1CC[C@@]2([C@H]3CC[C@@]4([C@H](CC[C@H]4[C@@H]3CC=C2C1)[C@@H](CCC=C(C)C)C)C)C)[O-] [(3S,8S,9S,10R,13R,14S,17R)-17-[(1R)-1,5-dimethylhex-4-enyl]-10,13-dimethyl-2,3,4,7,8,9,11,12,14,15,16,17-dodecahydro-1H-cyclopenta[a]phenanthren-3-yl] sulfate